C1=CNC(=C1)S Mercaptoazole